(-)-benzothiadiazole S1N=NC2=C1C=CC=C2